4',4'-dihydroxy-6-methyl-chalcone tin-copper-silver-indium [In].[Ag].[Cu].[Sn].OC1(CC=C(C(/C=C/C2=CC=CC=C2C)=O)C=C1)O